ClC1=CC(=C(C=N1)C1=NC=C(C=C1)C(F)(F)F)NCC[C@@H](C)O (R)-4-((6'-chloro-5-(trifluoromethyl)-[2,3'-bipyridin]-4'-yl)amino)butan-2-ol